ClC1=C(C(=O)NCC2=NC=C(C=C2Cl)C(F)(F)F)C(=CC=C1)Cl 2,6-dichloro-N-((3-chloro-5-(trifluoromethyl)pyridin-2-yl)methyl)benzamide